N-(4-(4-((5-methyl-1H-pyrazol-3-yl)amino)-7-(4-methylpiperazin-1-yl)quinazolin-2-yl)phenyl)acrylamide CC1=CC(=NN1)NC1=NC(=NC2=CC(=CC=C12)N1CCN(CC1)C)C1=CC=C(C=C1)NC(C=C)=O